(S)-N-(1-(o-tolyl)-1,4,5,7-tetrahydropyrano[3,4-c]pyrazol-4-yl)-5,6,7,8-tetrahydroimidazo[1,5-a]pyridine-1-carboxamide C1(=C(C=CC=C1)N1N=CC2=C1COC[C@H]2NC(=O)C=2N=CN1C2CCCC1)C